2-methyl-N-[3-(trimethoxysilyl)propyl]prop-2-enamide CC(C(=O)NCCC[Si](OC)(OC)OC)=C